[Cl-].[Cl-].C[Si](=[Zr+2](C1C(=CC2=C(C=CC=C12)C1=CC=C(C=C1)C(C)(C)C)C(C)C)C1C=C(C2=CC=CC=C12)CCCC)C Dimethyl-silanediyl(3-Butyl-1H-inden-1-yl)(4-(4-(tert-butyl)phenyl)-2-isopropyl-1H-inden-1-yl)Zirconium dichloride